(4-(4,6-di([1,1'-biphenyl]-2-yl)-1,3,5-triazin-2-yl)phenyl)boronic acid C1(=C(C=CC=C1)C1=NC(=NC(=N1)C1=C(C=CC=C1)C1=CC=CC=C1)C1=CC=C(C=C1)B(O)O)C1=CC=CC=C1